NC(CCC(=O)N1CCN(CC1)C(\C=C\C1=CC(=C(C=C1)O)OC)=O)CN (E)-4,5-diamino-1-(4-(3-(4-hydroxy-3-methoxyphenyl)acryloyl)piperazin-1-yl)pentan-1-one